tert-butyl (R)-((4-(5-chloro-2-(4,4-difluoropiperidin-1-yl)-4-(trifluoromethyl)benzamido)pyridin-2-yl)(methyl)(oxo)-λ6-sulfaneylidene)carbamate ClC=1C(=CC(=C(C(=O)NC2=CC(=NC=C2)[S@](=O)(C)=NC(OC(C)(C)C)=O)C1)N1CCC(CC1)(F)F)C(F)(F)F